(3S)-5-hydroxy-3-[2-[[[1-[(1-methylimidazol-4-yl)methyl]indol-6-yl]methylamino]methyl]-1H-indol-3-yl]-2,3-dihydroisoindol-1-one OC=1C=C2[C@H](NC(C2=CC1)=O)C1=C(NC2=CC=CC=C12)CNCC1=CC=C2C=CN(C2=C1)CC=1N=CN(C1)C